(R)-3-[6-chloro-2-[(S)-tetrahydrofuran-3-carbonyl]-1,2,3,4-tetrahydroisoquinolin-8-yl]morpholine ClC=1C=C2CCN(CC2=C(C1)[C@H]1NCCOC1)C(=O)[C@@H]1COCC1